(10R,13S)-N,N,10,13-tetramethyl-3,11-dioxo-2,3,6,7,8,9,10,11,12,13,14,15,16,17-tetradecahydro-1H-cyclopenta[a]phenanthrene-17-carboxamide CN(C(=O)C1CCC2C3CCC4=CC(CC[C@@]4(C3C(C[C@]12C)=O)C)=O)C